4-(5-tert-butyl-1,2,4-oxadiazol-3-yl)-3-chlorobenzoic acid C(C)(C)(C)C1=NC(=NO1)C1=C(C=C(C(=O)O)C=C1)Cl